N-(3-(((7-(1H-Pyrazol-4-yl)-2,3-dihydrofuro[3,2-c]pyridin-4-yl)amino)methyl)phenyl)-1-(2-morpholinoethyl)-1H-indazol-5-carboxamid N1N=CC(=C1)C=1C2=C(C(=NC1)NCC=1C=C(C=CC1)NC(=O)C=1C=C3C=NN(C3=CC1)CCN1CCOCC1)CCO2